ClC1=C(C=C(C=C1)F)C=1OC(=CN1)C(=O)N[C@H](C(N[C@H](C(O)C=1SC=CN1)CCC(F)(F)F)=O)C 2-(2-chloro-5-fluorophenyl)-N-((2S)-1-oxo-1-(((2S)-5,5,5-trifluoro-1-hydroxyl-(thiazol-2-yl)pentan-2-yl)amino)propan-2-yl)oxazole-5-carboxamide